C(=CCC)C1=C(C(=CC=C1)C=CCC)O 2,6-dibutenylphenol